COC(=O)C=1C(=C2C(=NC1O)C(=NN2[C@H](C)CC)C)O |r| (±)-1-(sec-butyl)-5,7-dihydroxy-3-methyl-1H-pyrazolo[4,3-b]pyridine-6-carboxylic acid methyl ester